(S)-5-acetamido-4-[[1-(3-ethoxy-4-methoxyphenyl)-2-(methylsulfonyl)ethyl]aminocarbonyl]thiophene-3-carboxylic acid C(C)(=O)NC1=C(C(=CS1)C(=O)O)C(=O)N[C@H](CS(=O)(=O)C)C1=CC(=C(C=C1)OC)OCC